COC(C1=CC(=CC=C1)OC1=C(C=CC=C1)C=O)=O.N1=C(C(=C(C(=C1[2H])[2H])[2H])[2H])[2H] Pyridin-d5 Methyl-3-(2-formylphenoxy)benzoate